oleic acid-sodium salt [Na+].C(CCCCCCC\C=C/CCCCCCCC)(=O)[O-]